ClC=1C=C(OC2CCC(CC2)NC(=O)C2(N(CCNC2)C2CC3(CN(C3)C(=O)[O-])C2)C=2N=NC=CC2)C=CC1C#N 6-((((1r,4r)-4-(3-chloro-4-cyanophenoxy)cyclohexyl)carbamoyl)pyridazine-3-ylpiperazin-1-yl)-2-azaspiro[3.3]heptan-2-carboxylate